ethyl-3-bromo-1-isopropyl-1H-pyrazol C(C)C=1C(=NN(C1)C(C)C)Br